6-((2,2-Difluorobenzo[d][1,3]dioxol-5-yl)sulfonyl)-7-ethyl-6-azaspiro[3.4]octane FC1(OC2=C(O1)C=CC(=C2)S(=O)(=O)N2CC1(CCC1)CC2CC)F